C1(CC1)CC1=C(C=CC(=C1)C(F)(F)F)OC 2-(cyclopropylmethyl)-1-methoxy-4-(trifluoromethyl)benzene